2-(5-Acetylpyridin-3-yl)pyrimidine C(C)(=O)C=1C=C(C=NC1)C1=NC=CC=N1